C(=C)C1=NC(=NC(=N1)C(N)=N)C(N)=N 2-vinyl-4,6-diamidino-1,3,5-triazine